N-[2-[[(3R,4R)-4-[4-Chloro-2-(5-fluoro-2-pyridyl)-1H-imidazol-5-yl]-3-methyl-1-piperidyl]sulfonyl]ethyl]acetamide ClC=1N=C(NC1[C@H]1[C@H](CN(CC1)S(=O)(=O)CCNC(C)=O)C)C1=NC=C(C=C1)F